bis-[3-(methylsulfonyloxy)-4-methyl-phenyl]urea CS(=O)(=O)OC=1C=C(C=CC1C)NC(NC1=CC(=C(C=C1)C)OS(=O)(=O)C)=O